C(C)(C)(C)OC(=O)N1C[C@@H](OCC1)CCC1=CC=CC=2N(C(N(C21)C)=O)C2C(NC(CC2)=O)=O (2S)-2-[2-[1-(2,6-dioxo-3-piperidyl)-3-methyl-2-oxo-benzoimidazol-4-yl]ethyl]morpholine-4-carboxylic acid tert-butyl ester